7-[1-(2,2-difluoroethyl)-1H-pyrazolo[3,4-b]pyrazin-6-yl]-2-[3-(trifluoromethyl)pyridin-2-yl]-2,7-diazaspiro[3.5]nonane FC(CN1N=CC=2C1=NC(=CN2)N2CCC1(CN(C1)C1=NC=CC=C1C(F)(F)F)CC2)F